O1C=CC=2C(=NC=CC21)C(C)(C)N 2-(furo[3,2-c]pyridin-4-yl)propan-2-amine